(+/-)-trans-3-((5-fluoro-2-(2-methyl-1H-pyrrolo[2,3-b]pyridin-3-yl)pyrimidin-4-yl)amino)bicyclo[2.2.2]octane-2-carboxylic acid FC=1C(=NC(=NC1)C1=C(NC2=NC=CC=C21)C)NC2C(C1CCC2CC1)C(=O)O